aminomethyl-8-fluoro-2-phenylquinolin-4(1H)-one NCN1C(=CC(C2=CC=CC(=C12)F)=O)C1=CC=CC=C1